3-Bromothiophene-2-carbaldehyde BrC1=C(SC=C1)C=O